C1OCC12CN(C2)CC=2N=CN(C2C)C2=CC=C(OC1=C(C=O)C=CC(=C1)Cl)C=C2 2-(4-(4-((2-oxa-6-azaspiro[3.3]heptan-6-yl)methyl)-5-methyl-1H-imidazol-1-yl)phenoxy)-4-chlorobenzaldehyde